COC1=C(C=C(C(=C1)N1CCC(CC1)N1CCN(CC1)C)C)NC1=CC(=C2C(=N1)NC=C2)NC=2C(=C1N=CC=NC1=CC2)P(C)(C)=O (6-((6-((2-methoxy-5-methyl-4-(4-(4-methylpiperazin-1-yl)piperidin-1-yl)phenyl)amino)-1H-pyrrolo[2,3-b]pyridin-4-yl)amino)quinoxalin-5-yl)dimethylphosphine oxide